FC=1C=C(C=NC1)C1N(OCC1)C(=O)OC(C)(C)C Tertbutyl 3-(5-fluoro-3-pyridyl)isoxazolidine-2-carboxylate